(2-(6-benzylpyridin-2-yl)morpholino)(quinolin-8-yl)methanone C(C1=CC=CC=C1)C1=CC=CC(=N1)C1OCCN(C1)C(=O)C=1C=CC=C2C=CC=NC12